tert-Butyl 2-[1-[6-methyl-2-(2-methyl-1,3-benzothiazol-6-yl)-4-oxo-chromen-8-yl]ethylamino]benzoate CC=1C=C2C(C=C(OC2=C(C1)C(C)NC1=C(C(=O)OC(C)(C)C)C=CC=C1)C1=CC2=C(N=C(S2)C)C=C1)=O